1-(2-oxo-2-(pyridin-2-yl)ethyl)pyridin-1-ium iodide [I-].O=C(C[N+]1=CC=CC=C1)C1=NC=CC=C1